([4-(octyloxy)phenyl])Phenyliodonium hexafluoroantimonate F[Sb-](F)(F)(F)(F)F.C(CCCCCCC)OC1=CC=C(C=C1)[I+]C1=CC=CC=C1